NCCOCCOCCOCCNC1=C2C(N(C(C2=CC=C1)=O)C1C(NC(CC1)=O)=O)=O 4-[2-[2-[2-(2-aminoethoxy)-ethoxy]ethoxy]ethylamino]-2-(2,6-dioxo-3-piperidyl)-isoindoline-1,3-dione